CC/C=C\C/C=C\C/C=C\CCCCCCCCCC(=O)OCC1[C@H](C(C([C@@H](O1)O[C@H]2CC[C@@]3([C@H]4CC[C@]5([C@H]([C@@H]4CC=C3C2)CC[C@@H]5[C@H](C)CCCC(C)C)C)C)O)O)O 3-O-(6'-O-(11Z,14Z,17Z-eicosatrienoyl)-beta-D-glucopyranosyl)-cholest-5-en-3beta-ol